[Na].[Fe] iron sodium salt